15-(4-hydroxy-4-(trifluoromethyl)piperidine-1-carboxamido)pentadecanoic acid OC1(CCN(CC1)C(=O)NCCCCCCCCCCCCCCC(=O)O)C(F)(F)F